6-chloro-4-methoxy-N-[2-(trifluoromethyl)pyridin-4-yl]pyridine ClC1=CC(=CCN1C1=CC(=NC=C1)C(F)(F)F)OC